O=C1N(C(C2=CC=CC=C12)=O)CC=1C(=NC=C(C1)F)O[C@H](CNC(OC(C)(C)C)=O)C tert-Butyl (S)-(2-((3-((1,3-dioxoisoindol-2-yl)methyl)-5-fluoropyridin-2-yl)oxy)propyl)carbamate